ClC=1N=C(C2=C(N1)C(=C(N=C2)C2=CC(=CC1=CC=CC=C21)OCOC)F)NCC2CCOCC2 2-chloro-8-fluoro-7-[3-(methoxymethoxy)-1-naphthyl]-N-(tetrahydropyran-4-ylmethyl)pyrido[4,3-d]pyrimidin-4-amine